C(C1=CC=CC=C1)O[C@@H](COC(CCC(=O)C)=O)[C@H](O)[C@H](OCC1=CC=CC=C1)CO 2,4-di-O-benzyl-1-O-levulinoyl-D-ribitol